[Si](C1=CC=CC=C1)(C1=CC=CC=C1)(C(C)(C)C)O[C@H]1CN(C[C@H](C1)CO)C(=O)OC(C)(C)C |r| rac-tert-Butyl (3R,5S)-3-((tert-butyldiphenylsilyl)oxy)-5-(hydroxymethyl)piperidine-1-carboxylate